OC1=CC=C(C=C1OC)CCC(CC(CCC1=CC=C(C(=C1)O)O)O)O (4-hydroxy-5-methoxyphenyl)-7-(4,5-dihydroxyphenyl)-3,5-dihydroxyheptane